C(C)(C)(C)OC(=O)C12C3C4C5(C(C14)C2C53)C=5N=C(N([C@@H](C5C(=O)OC)C5=C(C(=C(C=C5)F)F)Cl)C(=O)OC(C)(C)C)C=5SC=CN5 |o1:19| (S*)-1-tert-butyl 5-methyl 4-(4-(tert-butoxycarbonyl)cuban-1-yl)-6-(2-chloro-3,4-difluorophenyl)-2-(thiazol-2-yl)pyrimidine-1,5(6H)-dicarboxylate